C(C)OC(C)N1N=CC(=C1)C=1C=C(C=CC1)C1=NNC2=CC=C(C=C12)C1=NN=CN1C(C)C 3-(3-(1-(1-ethoxyethyl)-1H-pyrazol-4-yl)phenyl)-5-(4-isopropyl-4H-1,2,4-triazol-3-yl)-1H-indazole